CN1N=CC(=N1)C1=CC=C(CNC2=CC=NC=N2)C=C1 6-[4-(2-methyl-2H-[1,2,3]triazol-4-yl)-benzylamino]-pyrimidin